((3S,4R)-1-(7-cyano-5-fluoro-2,3-dimethyl-1H-indol-4-yl)-4-fluoropiperidin-3-yl)carbamic acid tert-butyl ester C(C)(C)(C)OC(N[C@H]1CN(CC[C@H]1F)C1=C2C(=C(NC2=C(C=C1F)C#N)C)C)=O